5-((tert-butyldiphenylsilyl)oxy)-3-methylpentanoic acid [Si](C1=CC=CC=C1)(C1=CC=CC=C1)(C(C)(C)C)OCCC(CC(=O)O)C